N-(9-((2R,3R,5S)-3-hydroxy-5-(hydroxymethyl)tetrahydrothiophen-2-yl)-6-oxo-6,9-dihydro-1H-purin-2-yl)isobutyramide O[C@H]1[C@@H](S[C@@H](C1)CO)N1C=2N=C(NC(C2N=C1)=O)NC(C(C)C)=O